[F-].[F-].C[SiH](C)[Zr+2](C1(C(=CC=C1)C)C)C1(C(=CC=C1)C)C dimethylsilyl-bis(dimethylcyclopentadienyl)zirconium difluoride